FC1=CC=C(C=C1)C(=O)C1=CNC=2N=C(N=C(C21)NC2CCC(CC2)CO)NC=2C=NN(C2)CCN2CCOCC2 (4-fluorophenyl)(4-(((1s,4s)-4-(hydroxymethyl)cyclohexyl)amino)-2-((1-(2-morpholinoethyl)-1H-pyrazol-4-yl)amino)-7H-pyrrolo[2,3-d]pyrimidin-5-yl)methanone